S1C(=NC2=C1C=CC=C2)NC2=C(C(=C(N=N2)NC=2SC=CN2)C)C(C)C 2-({6-[(1,3-Benzothiazol-2-yl)amino]-4-methyl-5-(propan-2-yl)pyridazin-3-yl}amino)-1,3-thiazole